CC=1C(=C(C(=O)[O-])C=C(C1)OC)NC1=C(C=NC2=CC=C(C=C12)Cl)C1CCOCC1 methyl-[(6-chloro-3-tetrahydropyran-4-yl-4-quinolinyl) amino]-5-methoxy-benzoate